2,6-bis[(5-fluoro-2-hydroxyphenyl)methyl]-4-fluorophenol FC=1C=CC(=C(C1)CC1=C(C(=CC(=C1)F)CC1=C(C=CC(=C1)F)O)O)O